4-(5H-pyrrolo[3,2-d]pyrimidin-7-yl)-5,6-dihydropyridine-1(2H)-carboxylic acid tert-butyl ester C(C)(C)(C)OC(=O)N1CC=C(CC1)C1=CNC2=C1N=CN=C2